OC(C)(C)C1=CC=C(C(=O)NC)C=C1 4-(2-hydroxypropan-2-yl)-N-methylbenzamide